ClC=1C=C(C(=O)NC(C)C2=NC=CN=C2C=2N=NC(=CC2)OCC2=NC=CC=N2)C=C(C1)C(F)(F)F 3-chloro-N-[1-[3-[6-(pyrimidin-2-ylmethoxy)pyridazin-3-yl]pyrazin-2-yl]ethyl]-5-(trifluoromethyl)benzamide